2-[[4-(2-fluoroethoxy)benzoyl]amino]-3-phenylpropionic acid FCCOC1=CC=C(C(=O)NC(C(=O)O)CC2=CC=CC=C2)C=C1